ClC=1SC(=C(N1)CCC(=O)NCCC)Cl 3-(2,5-dichloro-1,3-thiazol-4-yl)-N-propylpropanamide